NC1=C(C(=NN1C(C)C)C1=CC=C(C=C1)CC(=O)NC1=NOC(=C1)C1=CC(=CC=C1)F)C(=O)N 5-Amino-3-(4-(2-((5-(3-fluorophenyl)isoxazol-3-yl)amino)-2-oxoethyl)phenyl)-1-isopropyl-1H-pyrazole-4-carboxamide